CS(=O)(=O)CCNC(=O)C=1NC=C(C1)C1=NC(=NC=C1C(F)(F)F)NC1CNCCC1 N-(2-methanesulfonylethyl)-4-{2-[(piperidin-3-yl)amino]-5-(trifluoromethyl)pyrimidin-4-yl}-1H-pyrrole-2-carboxamide